C(N)(O[C@H](COCC1=NN2C(CN(CC2)C2=NC=C(C=N2)C(F)(F)F)=N1)CCC(C)(C)C)=O tert-butyl-(S)-(1-((7-(5-(trifluoromethyl) pyrimidin-2-yl)-5,6,7,8-tetrahydro-[1,2,4]triazolo[1,5-a]pyrazin-2-yl) methoxy) butan-2-yl) carbamate